FC(C(=O)NC(C)C)(F)C1=CC(=CN1C)C(=O)NC1=CC(=C(C=C1)F)C 5-(1,1-difluoro-2-(isopropylamino)-2-oxoethyl)-N-(4-fluoro-3-methylphenyl)-1-methyl-1H-pyrrole-3-carboxamide